BrC1=C(C(=C(CC2=NC3=C(N2CCOC)C=C(C=C3)C(=O)OC)C=C1)C#N)F Methyl 2-(4-bromo-2-cyano-3-fluorobenzyl)-1-(2-methoxyethyl)-1H-benzo[d]imidazole-6-carboxylate